O(C1[C@H](O)[C@@H](O)[C@H](O)[C@H](O1)CO)C(C)=O acetyl D-glucopyranoside